FC(C(=O)N[C@@H]([C@@H](C=1C=NC(=CC1)OC(C)C)O)CN1CCCC1)(CCC1=CC2=CC=CC=C2C=C1)F 2,2-difluoro-N-((1r,2r)-1-hydroxy-1-(6-isopropoxypyridin-3-yl)-3-(pyrrolidin-1-yl)propan-2-yl)-4-(naphthalen-2-yl)butanamide